OC1=C(C=C(C=2OC3=C(C=CC(=C3C(C2)=O)O)OC)C=C1)OC 4',5-dihydroxy-3',8-dimethoxyflavone